4β-hydroxy-3β-hydroxy-24-(hydroxycyclopropyl)-5α-cholan-7-one O[C@@H]1[C@@H]2CC([C@H]3[C@@H]4CC[C@H]([C@@H](CCCC5(CC5)O)C)[C@]4(CC[C@@H]3[C@]2(CC[C@@H]1O)C)C)=O